C(C)(C)(C)OC(=O)N1C[C@H]([C@@H](C1)C1=CC=CC=C1)C(NC1=CC(=CC=C1)N(C1=CC=CC=C1)C(=O)OC(C)(C)C)=O |r| (±)-trans-4-phenyl-3-({3-[(tert-butoxycarbonyl)(phenyl)amino]phenyl}carbamoyl)pyrrolidine-1-carboxylic acid tert-butyl ester